N1(CCNCC1)CC(=O)N1C(C2(CC3=CC=CC=C13)NCCC2)=O (2-(piperazin-1-yl)acetyl)-1',4'-dihydro-2'h-spiro[pyrrolidin-2,3'-quinolin]-2'-one